tert-butyl (4-((2-(4-(3-chloropropyl)-2-methoxyphenethoxy)ethyl)carbamoyl)benzyl)carbamate ClCCCC1=CC(=C(CCOCCNC(=O)C2=CC=C(CNC(OC(C)(C)C)=O)C=C2)C=C1)OC